(diazomethyl)(trimethyl)silane [N+](=[N-])=C[Si](C)(C)C